C12CN(CC(N1)C2)C=2OC1=C(N2)C(=CC=C1C=1N=CSC1)OC(C(C)(O)C)(F)F 1-((2-(3,6-diazabicyclo[3.1.1]heptan-3-yl)-7-(thiazol-4-yl)benzo[d]oxazol-4-yl)oxy)-1,1-difluoro-2-methylpropan-2-ol